(6-aminopyridin-3-yl)borol NC1=CC=C(C=N1)C=1BC=CC1